bis(p-toluenesulphonylaminocarbonylamino)diphenylmethane CC1=CC=C(C=C1)S(=O)(=O)NC(=O)NC(C1=CC=CC=C1)(C1=CC=CC=C1)NC(=O)NS(=O)(=O)C1=CC=C(C)C=C1